Cl.NC1CC2(CN(C2)C(=O)NC2=NC(N(C=C2)C2=CC=C(C=C2)CN2CCC(CC2)N)=O)C1 6-Amino-N-(1-(4-((4-aminopiperidin-1-yl)methyl)phenyl)-2-oxo-1,2-dihydropyrimidin-4-yl)-2-azaspiro[3.3]heptane-2-carboxamide hydrochloride salt